C(C)(C)(C)C1=CC(=NO1)NC(=O)NC1=CC=C(C=C1)N1C=NC2=C1C=CC(=C2)OCC2(COC2)C 1-(5-tert-butyl-isoxazol-3-yl)-3-{4-[5-(3-methyl-oxetan-3-ylmethoxyl)-benzimidazol-1-yl]-phenyl}urea